4-chloro-5-iodopyrazolo[1,5-a]pyridine ClC=1C=2N(C=CC1I)N=CC2